NC=1C=C(C=CC1)C[C@H](C(=O)OC(C)(C)C)[C@@H]1CN(CC1)C(=O)OC(C)(C)C (R)-tert-butyl 3-((S)-3-(3-aminophenyl)-1-(tert-butoxy)-1-oxopropane-2-yl)pyrrolidine-1-carboxylate